C(C)(C)(C)OC([C@@H](NC(=O)OCC1C2=CC=CC=C2C2=CC=CC=C12)[C@@H](C)C=C)=O Fmoc-4,5-didehydroisoleucine tert-butyl ester